R-(+)-2-(4-chlorophenoxy)propionic acid ClC1=CC=C(O[C@@H](C(=O)O)C)C=C1